2,5-di-t-butylphenyl-perylene C(C)(C)(C)C1=C(C=C(C=C1)C(C)(C)C)C1=CC=C2C=CC=C3C4=CC=CC5=CC=CC(C1=C23)=C45